O.O1C(=CC=C1)C(C=O)=O 2-(FURAN-2-YL)-2-OXOACETALDEHYDE HYDRATE